C(CCCCCCC\C=C/CCCCCCCC)(=O)O.C(CCCCCCC\C=C/CCCCCCCC)(=O)O.C(CCCCCCC\C=C/CCCCCCCC)(=O)O.C(O)C(CC)(CO)CO Trimethylolpropane tri-oleate